C(C1=CC=CC=C1)C1N(C1)S(=O)(=O)N(C)C 2-benzyl-1-dimethylaminosulfonylethylenimine